BrC(C(C)=O)CCBr 3,5-dibromo-2-pentanone